4-chloro-3-fluoro-2-(hydroxymethyl)-6-{3-[5-(4-methyl-4H-1,2,4-triazol-3-yl)spiro[2.3]hexan-5-yl]phenyl}-1-{[2-(trimethylsilyl)ethoxy]methyl}-1,6-dihydro-7H-pyrrolo[2,3-c]pyridin-7-one ClC=1C2=C(C(N(C1)C1=CC(=CC=C1)C1(CC3(CC3)C1)C1=NN=CN1C)=O)N(C(=C2F)CO)COCC[Si](C)(C)C